FC1=CC(=C(C=C1C(NCC1=NN(C=C1)C(C)C)=O)NC(=O)C1=CN=C(S1)C)C N-[4-fluoro-2-methyl-5-[(1-propan-2-ylpyrazol-3-yl)methylcarbamoyl]phenyl]-2-methyl-1,3-thiazole-5-carboxamide